2-((4-(6-amino-5-fluoropyridin-3-yl)-2-sulfamoyl-3-(1H-tetrazol-5-yl)phenyl)sulfonyl)ethanaminium 2,2,2-trifluoroacetate FC(C(=O)[O-])(F)F.NC1=C(C=C(C=N1)C1=C(C(=C(C=C1)S(=O)(=O)CC[NH3+])S(N)(=O)=O)C1=NN=NN1)F